FC(C(=O)OCCCCCCNC(=O)C1C[C@H](C([C@@H](C1)OCCC(NCCCN)=O)OCCC(NCCCN)=O)OCCC(=O)NCCCN)(F)F 6-((1S,3R,4S,5R)-3,4,5-tris(3-((3-aminopropyl)amino)-3-oxopropoxy)cyclohexane-1-carboxamido)hexyl 2,2,2-trifluoroacetate